(R)-benzyl 4-(benzyl(2-ethoxy-2-oxoethyl)amino)-3-((tert-butoxycarbonyl)amino)-4-oxobutanoate C(C1=CC=CC=C1)N(C([C@@H](CC(=O)OCC1=CC=CC=C1)NC(=O)OC(C)(C)C)=O)CC(=O)OCC